C(C)(C)(C)OC(=O)N1CCN(CC1)C=1C=NC(=CC1OC)N 4-(6-amino-4-methoxypyridin-3-yl)piperazine-1-carboxylic acid tert-butyl ester